(1S,2R,5R)-3-((4-(4-chlorobenzoyl)piperazin-1-yl)sulfonyl)-8-((2-methoxyethoxy)carbonyl)-3,8-diazabicyclo[3.2.1]octane-2-carboxylic acid ClC1=CC=C(C(=O)N2CCN(CC2)S(=O)(=O)N2[C@H]([C@@H]3CC[C@H](C2)N3C(=O)OCCOC)C(=O)O)C=C1